COC(=O)C1=NC=NC(=C1OCC1=CC=CC=C1)Cl.CN1CCN(CC1)C1=CC(=CC=C1)C=1OC=C(N1)C1=CC2=C(OCCO2)C=C1 1-methyl-4-{3-[4-(2,3-dihydro-1,4-benzodioxin-6-yl)-1,3-oxazol-2-yl]phenyl}piperazine methyl-5-(benzyloxy)-6-chloropyrimidine-4-carboxylate